C[C@@H]1CN(CCO1)C1=NC=2N(C=C1)N=CC2C(=O)OCC Ethyl 5-[(2R)-2-methylmorpholin-4-yl]pyrazolo[1,5-a]pyrimidine-3-carboxylate